C(#N)C=1C(=CC(=NC1N1[C@H]([C@@H](C1)O)C)N1CC2(C1)CC(C2)C(=O)OC)C(F)(F)F Methyl 2-(5-cyano-6-((2S,3R)-3-hydroxyl-2-methylazetidin-1-yl)-4-(trifluoromethyl)pyridine-2-yl)-2-azaspiro[3.3]heptane-6-carboxylate